FC1=CC2=C(OCC3=C(C2N)C=CC=C3)C=C1F 2,3-difluoro-6,11-dihydrodibenzo[b,e]oxepin-11-amine